N-(3-Chlorophenyl)-2-(1H-imidazol-1-yl)-5H-pyrrolo[3,2-d]pyrimidine-4-carboxamide ClC=1C=C(C=CC1)NC(=O)C=1C2=C(N=C(N1)N1C=NC=C1)C=CN2